CC=1C=C(C=CC1S(=O)(=O)C)C1=NC=CC2=C1C(=NN2C2OCCCC2)C#N 4-(3-methyl-4-(methylsulfonyl)phenyl)-1-(tetrahydro-2H-pyran-2-yl)-1H-pyrazolo[4,3-c]pyridine-3-carbonitrile